C(C)NC(NC1=NC=C2C=C(C=3N(C2=C1)C=CN3)C=3C=NC(=CC3C)[C@@H](CC)O)=O |r| Racemic-3-ethyl-1-{4-[6-(1-hydroxypropyl)-4-methylpyridin-3-yl]imidazo[1,2-a]1,6-naphthyridin-8-yl}urea